The molecule is a heptenoic acid with the double bond at position 2. It is a heptenoic acid and an alpha,beta-unsaturated monocarboxylic acid. CCCC/C=C/C(=O)O